O=C([C@H](O)[C@H](O)[C@H](O)C(=O)O)O ribaric acid